2,2'-[propane-1,2-diylbis(azanylylidenemethanylylidene)]diphenol C(C(C)N=CC1=C(C=CC=C1)O)N=CC1=C(C=CC=C1)O